Thromboxyn C#CCCCCC[C@H]1CCCO[C@@H]1CCCCCCCC